C(C)(C)(C)OC(C\C=C\C=1C2=CN(N=C2C=C(C1N)Cl)CCOC)=O.NN1NC(=CC(=N1)OC)NC(C)C 2-amino-4-methoxy-6-(isopropylamino)triazine tert-butyl-(E)-4-(5-amino-6-chloro-2-(2-methoxyethyl)-2H-indazol-4-yl)but-3-enoate